ferrous sulfate sodium-sodium [Na].[Na].S(=O)(=O)([O-])[O-].[Fe+2]